C(\C=C\C)(=O)Cl (2E)-2-butenoyl chloride